4,5-dichloro-2-formylbenzoic acid ClC1=CC(=C(C(=O)O)C=C1Cl)C=O